C(C1=CC=CC=C1)OC=1C=C(C=CC1)C(C(C(=O)O)(C)F)C1CC1 3-(3-(benzyl-oxy)phenyl)-3-cyclopropyl-2-fluoro-2-methyl-propanoic acid